methyl-6-(cyclopropyldifluoromethyl)-N3-methylpyridazine-3,4-diamine CC=1C(=C(N=NC1C(F)(F)C1CC1)NC)N